racemic-N-(1-(6,7-difluoro-1-oxo-1,2-dihydroisoquinolin-4-yl)ethyl)-N-methyl-1H-indole-2-carboxamide FC=1C=C2C(=CNC(C2=CC1F)=O)[C@@H](C)N(C(=O)C=1NC2=CC=CC=C2C1)C |r|